[Cl-].[Cl-].C1(=CC=CC=C1)[Si](=[Zr+2](C1=CC(=CC=2C3=CC(=CC=C3CC12)C(C)(C)C)C(C)(C)C)C1C=CC=C1)C1=CC=CC=C1 Diphenylsilylene(cyclopentadienyl)(3,6-di-tert-butylfluorenyl)zirconium dichloride